CN1CCN(CC1)CCCNC(C)C 3-(4-methylpiperazin-1-yl)propyl-isopropylamine